CC1=NC(=C(C#N)C(=C1)C(F)(F)F)N1[C@@H](CCC1)C(=O)N1CCNC2=C(C=CC=C12)C (S)-6-methyl-2-(2-(5-methyl-1,2,3,4-tetrahydroquinoxaline-1-carbonyl)pyrrolidin-1-yl)-4-(trifluoromethyl)nicotinonitrile